CC1=NON=C1C1=NC2=C(N1CC1=CC=[NH+]C=C1)C=CC=C2 3-methyl-4-[1-[(1-pyridin-1-ium-4-yl)methyl]benzimidazol-2-yl]-1,2,5-oxadiazole